(3S,4R)-4-((5-chloro-4-(2-((S)-3,3-difluorocyclopentyl)-4-fluoro-1-isopropyl-1H-benzo[d]imidazol-6-yl)pyrimidin-2-yl)amino)tetrahydro-2H-pyran-3-ol ClC=1C(=NC(=NC1)N[C@H]1[C@@H](COCC1)O)C=1C=C(C2=C(N(C(=N2)[C@@H]2CC(CC2)(F)F)C(C)C)C1)F